C(CCC)NCC(C)(N)C N1-butyl-2-methyl-1,2-propanediamine